(S)-7-(tert-butyl)-N-((R)-1-(6-(ethylsulfonyl)pyridin-3-yl)-3-(4-hydroxypiperidin-1-yl)propyl)-5,6,7,8-tetrahydrothiazolo[5,4-b]quinoline-2-carboxamide C(C)(C)(C)[C@@H]1CC=2C=C3C(=NC2CC1)SC(=N3)C(=O)N[C@H](CCN3CCC(CC3)O)C=3C=NC(=CC3)S(=O)(=O)CC